FC1=CC=C(C=C1)C1=CC=C(S1)CC(=O)N1CCN(CC1)C 2-(5-(4-fluorophenyl)thiophen-2-yl)-1-(4-methylpiperazin-1-yl)ethan-1-one